C12CNCC(CC1)N2 3,8-Diazabicyclo[3.2.1]octan